(6-aminopyridin-2-yl)-N2-isopropyl-N4-(2-(trifluoromethyl)pyridin-4-yl)-1,3,5-triazine-2,4-diamine NC1=CC=CC(=N1)C1=NC(=NC(=N1)NC(C)C)NC1=CC(=NC=C1)C(F)(F)F